2-(2-(3-chloro-2-oxoimidazolidin-1-yl)ethoxy)-1-naphthalonitrile oxide ClN1C(N(CC1)CCOC1=C(C2=CC=CC=C2C=C1)C#[N+][O-])=O